(S)-3-((5-benzyl-4,5,6,7-tetrahydrothiazolo[4,5-c]pyridin-2-yl)carbamoyl)pyrrolidine-1-carboxylic acid tert-butyl ester C(C)(C)(C)OC(=O)N1C[C@H](CC1)C(NC=1SC2=C(CN(CC2)CC2=CC=CC=C2)N1)=O